CNCC1=C(C(=CC(=C1)F)F)F N-methyl-1-(2,3,5-trifluorophenyl)methylamine